N,N-dimethyl-trifluoromethyl-sulfamide CN(S(=O)(=O)NC(F)(F)F)C